FC(N1C=2C=3C=CC=C([C@H](C/C=C/[C@H](C(NC2C=N1)=O)C)NC(OC(C)(C)C)=O)C3)F tert-butyl N-[(9R,10E,13S)-3-(difluoromethyl)-9-methyl-8-oxo-3,4,7-triazatricyclo[12.3.1.02,6]octadeca-1(18),2(6),4,10,14,16-hexaen-13-yl]carbamate